[SiH3]O[SiH3] mono-silyl ether